C1(C=CC(N1C(C(=O)N)(C)N1C(C=CC1=O)=O)=O)=O bismaleimidopropionamide